CC=1N(C(=CC1)C)C1=CC(=CC(=N1)CCC=1C=C(C=C(C1F)F)C#CCN(C(OC(C)(C)C)=O)C)C tert-butyl (3-(3-(2-(6-(2,5-dimethyl-1H-pyrrol-1-yl)-4-methylpyridin-2-yl)ethyl)-4,5-difluorophenyl)prop-2-yn-1-yl)(methyl)carbamate